2-[(5,6-diphenyl-1,2,4-triazin-3-yl)sulfanyl]-N-methyl-acetamide C1(=CC=CC=C1)C=1N=C(N=NC1C1=CC=CC=C1)SCC(=O)NC